(2,4-dihydroxyphenyl)propane-1-one OC1=C(C=CC(=C1)O)C(CC)=O